NC1=C(C=CC(=C1)Cl)S 2-amino-4-chloro-benzenethiol